methyl 2-(4-cyclopropyl-6-methoxy-pyrimidin-5-yl)-4-[[4-[1-isopropyl-4-(trifluoromethyl)imidazol-2-yl]phenyl] amino]pyrimidine-5-carboxylate C1(CC1)C1=NC=NC(=C1C1=NC=C(C(=N1)NC1=CC=C(C=C1)C=1N(C=C(N1)C(F)(F)F)C(C)C)C(=O)OC)OC